(S)-6-chloro-2-((5-(5-methylpyrazin-2-yl)pyrimidin-2-yl)amino)-2,3-dihydro-1H-indene-4-carbonitrile ClC=1C=C(C=2C[C@H](CC2C1)NC1=NC=C(C=N1)C1=NC=C(N=C1)C)C#N